5-ethyl-N-(4-methyl-3-((3-(9-(tetrahydro-2H-pyran-2-yl)-9H-purin-6-yl)pyridin-2-yl)amino)phenyl)-4-(trifluoromethyl)-picolinamide C(C)C=1C(=CC(=NC1)C(=O)NC1=CC(=C(C=C1)C)NC1=NC=CC=C1C1=C2N=CN(C2=NC=N1)C1OCCCC1)C(F)(F)F